CN(CC(CS(=O)(N)=NC(NC1=C2CCCC2=CC=2CCCC12)=O)C)C racemic-3-(dimethylamino)-N'-((1,2,3,5,6,7-hexahydro-s-indacen-4-yl)carbamoyl)-2-methylpropane-1-sulfonimidamide